6-Chloro-8-(6-chloro-pyridin-3-yl)-9-ethyl-9H-pyrido[3,4-b]indole ClC=1C=C2C3=C(N(C2=C(C1)C=1C=NC(=CC1)Cl)CC)C=NC=C3